1,4-diformylaminostilbene C(=O)NC1(CC=C(C=C1)NC=O)C=CC1=CC=CC=C1